8-Nonacosenoic acid C(CCCCCCC=CCCCCCCCCCCCCCCCCCCCC)(=O)O